NCC(CC1=CC(=CC=C1)F)NC(=O)C=1SC=C(C1F)C1=CC=NC=2NC(C[C@@H](C12)C)=O (S)-N-(1-amino-3-(3-fluorophenyl)propan-2-yl)-3-fluoro-4-(5-methyl-7-oxo-5,6,7,8-tetrahydronaphthyridin-4-yl)thiophene-2-carboxamide